(5-bromopyridin-2-yl)-4,5-dihydro-3H-isothiazole 1-oxide BrC=1C=CC(=NC1)C1NS(CC1)=O